C1(CC1)C1=NC(=C2N1CCN(C2)C(=O)NC)C2=CC=NC1=NC(=C(C=C21)C(F)F)C=2C=NN(C2)C 3-cyclopropyl-1-(6-(difluoromethyl)-7-(1-methyl-1H-pyrazol-4-yl)-1,8-naphthyridin-4-yl)-N-methyl-5,6-dihydroimidazo[1,5-a]pyrazine-7(8H)-carboxamide